CC1=NN(C(=C1)C)C1CN(CCC1)C(=O)OC(C)(C)C tert-butyl 3-(3,5-dimethylpyrazol-1-yl)piperidine-1-carboxylate